ONC(CCCC#CCC)=O N-hydroxyoct-5-ynamide